N6-(cis-hydroxy-isopentenyl)adenosine OC(CC(=C)C)NC=1C=2N=CN([C@H]3[C@H](O)[C@H](O)[C@@H](CO)O3)C2N=CN1